P(=O)(O[C@H]1CN([C@@H](C1)C(NCC1=CC=C(C=C1)C1=C(N=CS1)C)=O)C([C@H](C(C)(C)C)NC(CCCCCCCCCCN)=O)=O)(O)O (3R,5S)-1-((S)-2-(11-aminoundecanamido)-3,3-dimethylbutanoyl)-5-((4-(4-methylthiazol-5-yl)benzyl)carbamoyl)pyrrolidin-3-yl dihydrogen phosphate